1-(5-(benzo[d]thiazol-7-yl)-6-(6-methylpyridin-2-yl)-2,3-dihydro-1H-imidazo[1,2-a]imidazol-1-yl)ethan-1-one S1C=NC2=C1C(=CC=C2)C2=C(N=C1N2CCN1C(C)=O)C1=NC(=CC=C1)C